FC(C1=NC=C(C=N1)CCN1CN=C(C2=NC=CN=C12)N)(F)F 1-(2-(trifluoromethyl)pyrimidin-5-ylethyl)pteridin-4-amine